NC=1C(=C(C=CC1)[C@]1(N/C(/N(C(C1)=O)[C@H]1C[C@H](C(CC1)(F)F)C)=N\C(OC(C)(C)C)=O)C)Cl tert-Butyl (NE)-N-{(4S)-4-(3-amino-2-chlorophenyl)-1-[(1R,3R)-4,4-difluoro-3-methyl-cyclohexyl]-4-methyl-6-oxohexahydropyrimidin-2-ylidene}carbamate